FC1=C(C=C(C=C1)OC)C=1C(=CC(=CC1)COC1OCCCC1)C(=O)OC methyl 2'-fluoro-5'-methoxy-4-(((tetrahydro-2H-pyran-2-yl) oxy) methyl)-[1,1'-biphenyl]-2-carboxylate